C(C)(C)(C)OC(=O)N1CCC(CC1)C1CCN(CC1)C(NC1=CC=C(C=C1)Br)=O 1'-[(4-bromophenyl)carbamoyl]-[4,4'-bipiperidine]-1-carboxylic acid tert-butyl ester